BrC=1C=C(C(=C(C1)Cl)C)Cl 5-bromo-1,3-dichloro-2-methylbenzene